OC=1C(=C(C=2C=CC3=CC=CC=C3C2C1)C1=CC=CC=2C3=CC=CC=C3C=CC12)O dihydroxy-1,1'-biphenanthrene